NCCCCOC=1C=CC(=C(CNC([C@H](CCC2=CC=CC=C2)NC([C@H](CCCCC(=O)O)NC(=O)OCC2=CC=CC=C2)=O)=O)C1)C (S)-7-(((S)-1-((5-(4-aminobutoxy)-2-methylbenzyl)amino)-1-oxo-4-phenylbutan-2-yl)amino)-6-(((benzyloxy)carbonyl)amino)-7-oxoheptanoic acid